2-((tert-butyldimethylsilyl)oxy)-2-methylpropane [Si](C)(C)(C(C)(C)C)OC(C)(C)C